4-(6-Hydroxy-5-nitro-2H-indazol-2-yl)piperidine-1-carboxylate OC=1C(=CC2=CN(N=C2C1)C1CCN(CC1)C(=O)[O-])[N+](=O)[O-]